sodium pentan-ol C(CCCC)O.[Na]